GALACTOSAMINE HYDROCHLORIDE Cl.OC1[C@H](N)[C@@H](O)[C@@H](O)[C@H](O1)CO